CC=1OC2=C(N1)C=CC=C2S(=O)(=O)CCC(=O)N2CCN(CC2)C2=NC=C(C=C2)C(F)(F)F 3-((2-methylbenzo[d]oxazol-7-yl)sulfonyl)-1-(4-(5-(trifluoromethyl)pyridin-2-yl)piperazin-1-yl)propan-1-one